METHIONYL-METHIONINE N[C@@H](CCSC)C(=O)N[C@@H](CCSC)C(=O)O